C(CCCCCC(C)(C)C)(=O)OOC(C)(C)C tertbutyl peroxyneodecanoate